Benzyl (2-(1-(4-(4-(4-(2-((tert-butoxycarbonyl)amino)-2-methylpropanoyl)piperazine-1-carboxamido)-2-oxopyrimidin-1(2H)-yl)benzyl)piperidin-4-yl)propan-2-yl)carbamate C(C)(C)(C)OC(=O)NC(C(=O)N1CCN(CC1)C(=O)NC1=NC(N(C=C1)C1=CC=C(CN2CCC(CC2)C(C)(C)NC(OCC2=CC=CC=C2)=O)C=C1)=O)(C)C